3,4-dimethylpyridine-2-amine CC=1C(=NC=CC1C)N